NC(C1C[C@@H]2[C@@H](CN(C2)C([C@@H](CO)O)=O)C1)C1=C(C=C(C(=C1)Cl)Cl)O (2R)-1-((3aR,5R,6aS)-5-(amino(4,5-dichloro-2-hydroxyphenyl)methyl)hexahydrocyclopenta[c]pyrrol-2(1H)-yl)-2,3-dihydroxypropan-1-one